1,3,3-trimethylbicyclo[2.2.1]heptan-2-yl (E)-3-(4-methoxyphenyl)acrylate COC1=CC=C(C=C1)/C=C/C(=O)OC1C2(CCC(C1(C)C)C2)C